N-((5-chloro-6-(thiazol-4-ylmethoxy)-1H-indol-2-yl)methyl)-1-methylcyclobutane-1-carboxamide ClC=1C=C2C=C(NC2=CC1OCC=1N=CSC1)CNC(=O)C1(CCC1)C